[Si](C1=CC=CC=C1)(C1=CC=CC=C1)(C(C)(C)C)OCC1=NN(C(N1CC)=O)C=1C=C2C(=CN(C(C2=CC1)=O)C1=CC(=CC=C1)F)C(=C)C 6-(3-(((tert-Butyldiphenylsilyl)oxy)methyl)-4-ethyl-5-oxo-4,5-dihydro-1H-1,2,4-triazol-1-yl)-2-(3-fluorophenyl)-4-(prop-1-en-2-yl)isoquinolin-1(2H)-one